N(=[N+]=[N-])C=1C=C2C=CC(=CC2=CC1)/C=C/C(=O)OC(C)(C)C tert-butyl (E)-3-(6-azidonaphthalen-2-yl)acrylate